FC1(CC(C1)NC1CN(CC1)C1=CC=C(N=N1)C1=C(C=C(C=C1)C1=CN=NC(=C1)OC)O)F 2-(6-(3-((3,3-difluorocyclobutyl)amino)pyrrolidin-1-yl)pyridazin-3-yl)-5-(6-methoxypyridazin-4-yl)phenol